7-(trifluoromethyl)-2H-benzo[b][1,4]oxazin-3(4H)-one FC(C=1C=CC2=C(OCC(N2)=O)C1)(F)F